S1C=NC2=C1C=C(C=C2)\C=C\2/N=C(NC2=O)N[C@@H]2COCCC2 (4Z)-4-(1,3-benzothiazol-6-ylmethylene)-2-[[(3S)-tetrahydropyran-3-yl]amino]-1H-imidazol-5-one